4-((3-methylbenzyl)amino)-2-((1-methyl-1H-pyrazol-4-yl)amino)pyrimidin-5-carboxamide CC=1C=C(CNC2=NC(=NC=C2C(=O)N)NC=2C=NN(C2)C)C=CC1